FC1=CC=C(C=2COC(OCC21)C=2N=C(SC2)C2CCN(CC2)C(COC2=NC=CN=C2C(F)(F)F)=O)F 1-(4-(4-(6,9-Difluoro-1,5-dihydrobenzo[e][1,3]dioxepin-3-yl)thiazol-2-yl)piperidin-1-yl)-2-((3-(trifluoromethyl)pyrazin-2-yl)oxy)ethan-1-on